3-methoxy-3,4-dihydro-2H,6H-[1,4]thiazepino[2,3,4-ij]quinazolin-6-one COC1CN2C(N=CC3=CC=CC(=C23)SC1)=O